t-butyl (4-2-[3,4-bis(4-methoxyphenyl)isoxazol-5-yl]acetamidobutyl)carbamate COC1=CC=C(C=C1)C1=NOC(=C1C1=CC=C(C=C1)OC)CC(=O)NCCCCNC(OC(C)(C)C)=O